(S)-N-(3-(5-(3-aminoprop-1-yn-1-yl)thiophen-2-yl)prop-2-yn-1-yl)-2-(4-(4-chlorophenyl)-2,3,9-trimethyl-6H-thieno[3,2-f][1,2,4]triazolo[4,3-a][1,4]diazepin-6-yl)acetamide hydrochloride Cl.NCC#CC1=CC=C(S1)C#CCNC(C[C@H]1C=2N(C3=C(C(=N1)C1=CC=C(C=C1)Cl)C(=C(S3)C)C)C(=NN2)C)=O